FCCN(S(=O)(=O)C1=CC=C2CCN(CC2=C1)C(C(C)C)=O)C(C(F)(F)F)C1=CC=C(C=C1)F N-(2-fluoroethyl)-2-isobutyryl-N-(2,2,2-trifluoro-1-(4-fluorophenyl)ethyl)-1,2,3,4-tetrahydroisoquinoline-7-sulfonamide